S(=O)(=O)(O)C(C(=O)O)CC(=O)O Sulphosuccinic acid